3-chloro-7-(10-(naphthalene-1-yl)anthracene-9-yl)dibenzofuran 2-((2R,3R)-3-phenyl-1,4-dioxaspiro[4.5]decan-2-yl)ethyl-sulfamate C1(=CC=CC=C1)[C@@H]1[C@H](OC2(O1)CCCCC2)CCNS(O)(=O)=O.ClC=2C=CC1=C(OC3=C1C=CC(=C3)C=3C1=CC=CC=C1C(=C1C=CC=CC31)C3=CC=CC1=CC=CC=C31)C2